ClC1=C(C=C(C(=O)N2CCC(CC2)COCCN2CCN(CC2)C(=O)OC(C)(C)C)C=C1)N1C(NC(CC1)=O)=O tert-Butyl 4-(2-((1-(4-chloro-3-(2,4-dioxotetrahydropyrimidin-1(2H)-yl)benzoyl)piperidin-4-yl)methoxy)ethyl)piperazine-1-carboxylate